ClC1=NC=C(C(=C1)C1=C(C=NC(=C1)C)C(=O)NC=1SC2=C(N1)CN(C2)C(=O)C2=CN=CN2C2CC2)OC 2'-Chloro-N-(5-(1-cyclopropyl-1H-imidazole-5-carbonyl)-5,6-dihydro-4H-pyrrolo[3,4-d]thiazol-2-yl)-5'-methoxy-6-methyl-[4,4'-bipyridine]-3-carboxamide